NC=1C=C(C(=O)N2CCC(CC2)C2=C(C#N)C=CC=C2)C=CC1C (1-(3-amino-4-methylbenzoyl)piperidin-4-yl)benzonitrile